(E)-N'-(1-(3-bromophenyl)ethylidene)-4-methylbenzenesulfonohydrazide BrC=1C=C(C=CC1)\C(\C)=N\NS(=O)(=O)C1=CC=C(C=C1)C